ClC1=CC=C(C=C1)S(=O)(=O)C1=CC=C(C=C1)C1=CC=C(C=C1)S(=O)(=O)C1=CC=C(C=C1)Cl 4,4'-bis(4-chlorophenyl-sulfonyl)biphenyl